tert-butoxydi(dimethylamino)methane C(C)(C)(C)OC(N(C)C)N(C)C